R-1,1-binaphthol C=1(C(=CC=C2C=CC=CC12)O)C1=CC=CC2=CC=CC=C12